8-cyclopentyl-2-[5-(3,5-dimethyl-piperazine-1-carbonyl)-pyridin-2-ylamino]-6-ethyl-8H-pyrido[2,3-d]Pyrimidin-7-one C1(CCCC1)N1C(C(=CC2=C1N=C(N=C2)NC2=NC=C(C=C2)C(=O)N2CC(NC(C2)C)C)CC)=O